4-methoxy-1-(oxazol-2-ylmethyl)-1H-benzo[d]imidazole-6-carboxylic acid COC1=CC(=CC=2N(C=NC21)CC=2OC=CN2)C(=O)O